1-vinylpentamethyldisilazan C(=C)[Si](N[Si](C)(C)C)(C)C